(R)-N-methyl-2,3,4,4a,5,6-hexahydro-1H-pyrazino[1,2-a][1,5]naphthyridine-8-carboxamide CNC(=O)C=1N=C2CC[C@H]3N(C2=CC1)CCNC3